(Z)-3-((1H-imidazol-5-yl)methylene)-5-(6-(cycloheptylamino)pyrazin-2-yl)indolin-2-one N1C=NC=C1\C=C\1/C(NC2=CC=C(C=C12)C1=NC(=CN=C1)NC1CCCCCC1)=O